ClC1=C(C#N)C=C(C(=C1)Cl)[N+](=O)[O-] 2,4-dichloro-5-nitrobenzonitrile